N-((1R,9S)-5-chloro-9-ethyl-9-hydroxy-4-methyl-10,13-dioxo-2,3,9,10,13,15-hexahydro-1H,12H-benzo[de]pyrano[3',4':6,7]indolizino[1,2-b]quinolin-1-yl)-2-hydroxy-2-methylpropylamine ClC=1C(=C2C=3C(=C4C(=NC3C1)C1=CC3=C(C(N1C4)=O)COC([C@]3(O)CC)=O)[C@@H](CC2)NCC(C)(C)O)C